5-chloro-3-[1-[2-[1-(3-propylphenyl)-1H-pyrazol-4-yl]ethyl]-4-piperidinyl]-1H-indole phthalate C(C=1C(C(=O)O)=CC=CC1)(=O)O.ClC=1C=C2C(=CNC2=CC1)C1CCN(CC1)CCC=1C=NN(C1)C1=CC(=CC=C1)CCC